(2S,3S,4R,5S)-N-(4-{3-[({1-[4-(2-cyclopropoxyphenyl)pyridin-3-yl]cyclopropyl}amino)methyl]-4-methylphenyl}pentyl)-N-(1,1-dioxo-1λ6-thian-4-yl)-2,3,4,5,6-pentahydroxyhexanamide C1(CC1)OC1=C(C=CC=C1)C1=C(C=NC=C1)C1(CC1)NCC=1C=C(C=CC1C)C(CCCN(C([C@H]([C@H]([C@@H]([C@H](CO)O)O)O)O)=O)C1CCS(CC1)(=O)=O)C